(R-tert-butyl-phosphine) fluoride [F-].C(C)(C)(C)P